1,5-diiodopentane-2-yl acetate C(C)(=O)OC(CI)CCCI